FC1=C(C(=CC=C1C1CCOCC1)N)N 3-fluoro-4-(tetrahydro-2H-pyran-4-yl)benzene-1,2-diamine